tert-butyl 3-vinyl-6,7-dihydro-4H-pyrazolo[1,5-a]pyrazine-5-carboxylate C(=C)C=1C=NN2C1CN(CC2)C(=O)OC(C)(C)C